FC=1C(=C(OC2=NC=C(C(=C2C=2NC=3C=CC(=C(C3C(C2)=O)C#N)OC)C)C(F)(F)F)C=CC1F)C 2-[2-(3,4-Difluoro-2-methyl-phenoxy)-4-methyl-5-(trifluoromethyl)-3-pyridinyl]-6-methoxy-4-oxo-1H-quinoline-5-carbonitrile